Cl.C[C@@H]1CNCCO1 (R)-2-Methylmorpholine hydrochloride